1-(4-(3-Aminobenzo[d]isoxazol-4-yl)phenyl)-3-(3-(trifluoromethoxy)phenyl)urea NC1=NOC2=C1C(=CC=C2)C2=CC=C(C=C2)NC(=O)NC2=CC(=CC=C2)OC(F)(F)F